(3R)-3-[4-(4-{[(3aRS,6aRS)-5-{1-[6-(2-hydroxyphenyl)pyridazin-4-yl]-4-phenylpiperidine-4-carbonyl}-octahydropyrrolo[3,4-b]pyrrol-1-yl]methyl}piperidin-1-yl)phenyl]piperidine-2,6-dione OC1=C(C=CC=C1)C1=CC(=CN=N1)N1CCC(CC1)(C(=O)N1C[C@@H]2N(CC[C@@H]2C1)CC1CCN(CC1)C1=CC=C(C=C1)[C@@H]1C(NC(CC1)=O)=O)C1=CC=CC=C1 |&1:23,27|